Lithium 2-trifluoromethyl-4,5-dicyanoimidazole FC(C=1NC(=C(N1)C#N)C#N)(F)F.[Li]